FC(OC1=CC(=NN1)NC1=CN=CC(=N1)OC1C[C@H]2CC[C@@H](C1)N2C(=O)OC(C)(C)C)F tert-butyl (1R,3s,5S)-3-((6-((5-(difluoromethoxy)-1H-pyrazol-3-yl)amino)pyrazin-2-yl)oxy)-8-azabicyclo[3.2.1]octane-8-carboxylate